C(C1=CC=CC=C1)(C1=CC=CC=C1)N1CC2(C1)CNCC2 2-Benzhydryl-2,6-diazaspiro[3.4]octane